ClC=1C=C2C(OCCCC3=CC=CC=C3C=3C(=CC(=C(NS(C(C1OC)=C2)(=O)=O)C3)F)F)=O 15-chloro-21,23-difluoro-16-methoxy-18,18-dioxo-11-oxa-18λ6-thia-19-azatetracyclo[18.3.1.113,17.02,7]pentacosa-1(24),2,4,6,13,15,17(25),20,22-nonaen-12-one